β,β-carotene-4,4'-dione CC1(C)CCC(C(C)=C1\C=C\C(\C)=C\C=C\C(\C)=C\C=C\C=C(/C)\C=C\C=C(/C)\C=C\C1=C(C)C(CCC1(C)C)=O)=O